C(C)(C)C1=CC=C(OC[C@@H]2N(CC[C@@H]2NS(=O)(=O)C)C(=O)OC(C)(C)C)C=C1 tert-butyl (2R,3S)-2-((4-isopropylphenoxy)methyl)-3-(methylsulfonamido)pyrrolidine-1-carboxylate